(R)-5-(4-Fluoro-8-(prop-1-yn-1-yl)dibenzo[b,d]thiophen-2-yl)-3-imino-2,2,5-trimethylthiomorpholine 1,1-dioxide FC1=CC(=CC2=C1SC1=C2C=C(C=C1)C#CC)[C@@]1(CS(C(C(N1)=N)(C)C)(=O)=O)C